(1S,2S)-3,3-diphenylcyclopropane-1,2-dicarboxylic acid C1(=CC=CC=C1)C1([C@H]([C@@H]1C(=O)O)C(=O)O)C1=CC=CC=C1